[Cu+2].[Cl-].[Cl-] chloride copper